(R)-6-(4-ethoxyphenyl)-N-(1-(3-methoxyphenyl)ethoxy)pyrazine-2-carboxamide C(C)OC1=CC=C(C=C1)C1=CN=CC(=N1)C(=O)NO[C@H](C)C1=CC(=CC=C1)OC